ISOXAZOLE-4-CARBOXYLIC ACID O1N=CC(=C1)C(=O)O